C(C)(C)(C)OC(NC=1C(=NC(=C(C1)C(F)(F)F)Br)C=1OC(=NN1)C(C(C=C)OC(C)(C)C)(C(F)(F)F)OCC1=CC=CC=C1)=O.C(CCCCCCC(C)C)C1(CCCCC1)CCCCCCCC(C)C diisodecyl-cyclohexane tert-butyl-N-[2-[5-[1-benzyloxy-2-tert-butoxy-1-(trifluoromethyl)but-3-enyl]-1,3,4-oxadiazol-2-yl]-6-bromo-5-(trifluoromethyl)-3-pyridyl]carbamate